C1=CC=CC=2C3=CC=CC=C3C(C12)COC(=O)N[C@@H](C/C(=C(/[S+](C)C)\C#N)/[O-])C(=O)O (S,Z)-4-((((9H-Fluoren-9-yl)methoxy)carbonyl)amino)-4-carboxy-1-cyano-1-(dimethylsulfonio)but-1-en-2-olate